3-(pyridin-4-yl)-6,7-dihydropyrazolo[1,5-a]pyrazine N1=CC=C(C=C1)C=1C=NN2C1C=NCC2